2-[3-[3-(hydroxymethyl)oxetan-3-yl]pyrido[2,3-b]pyrazin-6-yl]-3,5-dimethyl-phenol OCC1(COC1)C1=CN=C2C(=N1)N=C(C=C2)C2=C(C=C(C=C2C)C)O